ethyl (oximino)-cyanoacetate N(O)=C(C(=O)OCC)C#N